FC1(C(C1)C1=NC=CC(=N1)[Sn](CCCC)(CCCC)CCCC)F 2-(2,2-difluorocyclopropyl)-4-(tributylstannyl)pyrimidine